NC1=C(SC2=NC(=CC(=C21)C)C)C(=O)N[C@@H]2CC=1C=CC(=NC1CC2)N2C[C@@H]([C@H](C2)OC)N 3-Amino-N-[(6S)-2-[(3S,4S)-3-amino-4-methoxypyrrolidin-1-yl]-5,6,7,8-tetrahydroquinolin-6-yl]-4,6-dimethylthieno[2,3-b]pyridine-2-carboxamide